CC1=NOC(=C1C=1C=C(C(=CC1)NC1CCC(CC1)OC)N)C 4-(3,5-dimethyl-isoxazol-4-yl)-N1-((1r,4r)-4-methoxycyclohexyl)benzene-1,2-diamine